C(C)(C)C1=C(C(=CC=C1)C(C)C)N=CC=NC1=C(C=CC=C1C(C)C)C(C)C 1,4-Bis(2,6-diisopropylphenyl)-1,4-diaza-butadiene